3-ethoxy-2-fluoro-3-hydroxypropionate C(C)OC(C(C(=O)[O-])F)O